6-((1-acryloylpiperidin-4-yl)oxy)-4-((5-(furan-2-yl)-2-methoxyphenyl)amino)-7-methoxyquinoline-3-carbonitrile C(C=C)(=O)N1CCC(CC1)OC=1C=C2C(=C(C=NC2=CC1OC)C#N)NC1=C(C=CC(=C1)C=1OC=CC1)OC